Luteolinethanol O1C(=C(C(=O)C=2C(O)=CC(O)=CC12)CCO)C1=CC(O)=C(O)C=C1